CN1N=CC=C1C1=CN(CCS1)C=1C2=C(N=CN1)NC=C2 6-(1-methyl-1H-pyrazol-5-yl)-4-(7H-pyrrolo[2,3-d]pyrimidin-4-yl)-3,4-dihydro-2H-1,4-thiazine